3-[(1-benzyloxycarbonyl-4-piperidyl)oxy]cyclobutanecarboxylic acid C(C1=CC=CC=C1)OC(=O)N1CCC(CC1)OC1CC(C1)C(=O)O